C(C)(=O)OOCCCCCN(NC1=C(C=CC(=C1)C=1C(=NOC1C)C)C)C1=CC=C(C=C1)N1N=NC=C1 (5-((4-(1H-1,2,3-triazol-1-yl) phenyl) (5-(3,5-dimethylisoxazol-4-yl)-2-methylanilino) amino) pentyloxy) acetate